CC1(CC(NC1=O)C1=CC=CC=C1)C trans-4,4-dimethyl-5-oxo-2-phenylpyrrolidin